7,7-dimethyl-9-(trifluoromethyl)-6a,7,12,12a,13,14-hexahydro-6H-benzo[7,8]thiochromeno[4,3-b]quinolone CC1(C2C(NC3=CC=C(C=C13)C(F)(F)F)C=1CCC3=C(C1S(C2)=O)C=CC=C3)C